6-Methoxy-1-methyl-2-azaspiro[3.3]heptane hydrochloride Cl.COC1CC2(CNC2C)C1